tert-butyl 2-(2-oxa-6-azaspiro[3.3]heptan-6-yl)-8-azaspiro[4.5]decane-8-carboxylate C1OCC12CN(C2)C2CC1(CC2)CCN(CC1)C(=O)OC(C)(C)C